ClC=1C(=C(C=CC1)CNC(CN(C(CN1N=C(C2=CC=CC=C12)C(=O)N)=O)CC1CC1)=O)F 1-(2-((2-((3-chloro-2-fluorophenylmethyl)amino)-2-oxoethyl)(cyclopropylmethyl)amino)-2-oxoethyl)-1H-indazole-3-carboxamide